O=C[C@H](C[C@H]1C(NCC1)=O)NC(OCC1=CC=CC=C1)=O benzyl ((S)-1-oxo-3-((S)-2-oxopyrrolidin-3-yl)propan-2-yl)carbamate